FC1=C(C#N)C(=CC(=C1)CC(C)C)N1CCN(CC1)C(=O)C1=NC=CC=C1 2-fluoro-4-isobutyl-6-[4-(pyridine-2-carbonyl)piperazin-1-yl]benzonitrile